FC1=CC(=C(C=C1)O)B1OC(C(O1)(C)C)(C)C 4-fluoro-2-(4,4,5,5-tetramethyl-1,3,2-dioxaborolan-2-yl)phenol